C(C)(C)=C1C2C=CC(C1)C2 5-isopropylidenenorbornene